N7-butyl-1-({2-methoxy-5-[(4-methyl-1,4-diazepan-1-yl)methyl]phenyl}methyl)-1H-pyrazolo[4,3-d]pyrimidine-5,7-diamine C(CCC)NC=1C2=C(N=C(N1)N)C=NN2CC2=C(C=CC(=C2)CN2CCN(CCC2)C)OC